ClC1=CC=C(C=C1)C1=C(C(=NN1C1=C(C=C(C=C1)Cl)Cl)/C=C/C(=O)NCCCCCC)C (E)-3-(5-(4-chlorophenyl)-1-(2,4-dichlorophenyl)-4-methyl-1H-pyrazol-3-yl)-N-hexylacrylamide